(+/-)-cis-tert-butyl 4-(4-methoxyphenyl)-3-{[(3-oxoisoindolin-5-yl)oxy]methyl}pyrrolidine-1-carboxylate COC1=CC=C(C=C1)[C@@H]1[C@@H](CN(C1)C(=O)OC(C)(C)C)COC=1C=C2C(NCC2=CC1)=O |r|